C(C)C=1C(C2=C(C=CC(=C2C(C1CC1=NC=C(C=C1C)C(F)(F)F)=O)F)F)=O ethyl-5,8-difluoro-3-((3-methyl-5-(trifluoromethyl)pyridin-2-yl)methyl)naphthalene-1,4-dione